N[C@@H](C(C)C)C(=O)O[C@@H]1[C@H](O[C@]([C@@H]1O)(C1=CC=C2C(=NC=NN21)NC(C(C)(C)OCC)=O)C#N)COC(CC2CCCCCC2)=O (2R,3S,4R,5R)-5-cyano-2-((2-cycloheptylacetoxy)methyl)-5-(4-(2-ethoxy-2-methylpropanamido)pyrrolo[2,1-f][1,2,4]triazin-7-yl)-4-hydroxytetrahydrofuran-3-yl L-valinate